2-Butylpropanedioic acid C(CCC)C(C(=O)O)C(=O)O